(3-fluoropyridin-4-yl)(tetrahydro-2H-pyran-4-yl)methanol FC=1C=NC=CC1C(O)C1CCOCC1